1-((2r,5r)-5-ethynyl-5-(hydroxymethyl)-2,5-dihydrofuran-2-yl)-5-fluoropyrimidine-2,4(1h,3h)-dione C(#C)[C@]1(C=C[C@@H](O1)N1C(NC(C(=C1)F)=O)=O)CO